COC=1C(=CC2=CNN=C2C1)C(=O)NC=1C(N(C=CC1)C=1C=NN(C1)COCC[Si](C)(C)C)=O 6-methoxy-N-(2-oxo-1-(1-((2-(trimethylsilyl)ethoxy)methyl)-1H-pyrazol-4-yl)-1,2-dihydropyridin-3-yl)-2H-indazole-5-carboxamide